(2S)-2-amino-3-(4-(2-amino-6-((R)-1-(3'-ethoxy-[1,1'-biphenyl]-4-yl)-2,2,2-trifluoroethoxy)pyrimidine-4-yl)cyclohex-3-ene-1-yl)propionic acid hydrochloride Cl.N[C@H](C(=O)O)CC1CC=C(CC1)C1=NC(=NC(=C1)O[C@@H](C(F)(F)F)C1=CC=C(C=C1)C1=CC(=CC=C1)OCC)N